vinyloctadecyldimethoxysilane C(=C)CCCCCCCCCCCCCCCCCC[SiH](OC)OC